4-hydroxy-1,3-butanedione OCC(CC=O)=O